NC=1N=C(SC1C(=O)C1=CC=C(C=C1)NC(OCC1=CC=CC=C1)=O)NC1=CC(=C(C=C1)F)F Benzyl (4-{[4-amino-2-(3,4-difluoroanilino)-1,3-thiazol-5-yl]carbonyl}phenyl)carbamate